tetraethyl-1,3-propanediamine C(C)C(CC(N)(CC)CC)(N)CC